2,6-dimethyl-phenyl ether CC1=C(C(=CC=C1)C)OC1=C(C=CC=C1C)C